C(C)(C)(C)OC(=O)N(C1CC1)C[C@@H]1CN(CC1)C=1N=CC(=NC1)C(=O)OC methyl 5-[(3S)-3-[[tert-butoxycarbonyl(cyclopropyl)amino]methyl]pyrrolidin-1-yl]pyrazine-2-carboxylate